5-Azidovaleric acid N(=[N+]=[N-])CCCCC(=O)O